pyrrolo[3,4-c]-quinoline C=1NC=C2C=NC=3C=CC=CC3C21